4-[[9-chloro-7-(2,6-difluorophenyl)-5H-pyrimido[5,4-d][2]benzazepine-2-Yl]amino]benzoic acid ClC1=CC2=C(C3=C(CN=C2C2=C(C=CC=C2F)F)C=NC(=N3)NC3=CC=C(C(=O)O)C=C3)C=C1